bis[3-(3,5-di-tert-butyl-4-hydroxyphenyl)Propionyl]hydrazine C(C)(C)(C)C=1C=C(C=C(C1O)C(C)(C)C)CCC(=O)NNC(CCC1=CC(=C(C(=C1)C(C)(C)C)O)C(C)(C)C)=O